N1NN=CC=C1 2H-triazine